7-Bromo-8-fluoro-2-methylsulfanyl-6-(trifluoromethyl)quinazolin-4-ol BrC1=C(C=C2C(=NC(=NC2=C1F)SC)O)C(F)(F)F